N1(N=CN=C1)CCNC(C1=CC=C(C=C1)C#CC1=CC=C(C=C1)C1=CC(=NO1)CN1C(=NC=C1)[C@H](C)O)=O (S)-N-(2-(1H-1,2,4-triazol-1-yl)ethyl)-4-((4-(3-((2-(1-hydroxyethyl)-1H-imidazol-1-yl)methyl)isoxazol-5-yl)phenyl)ethynyl)benzamide